1-chloro-1-methoxyethane ClC(C)OC